2-bromo-4-chloro-6-methylpyridine BrC1=NC(=CC(=C1)Cl)C